C1(CC1)C(=O)N1CCN(CC1)C(=O)C=1C=CC(=C(C1)NS(=O)(=O)C1=CC2=CC=CC=C2C=C1)N1CCN(CC1)C(C)C N-(5-(4-(cyclopropanecarbonyl)piperazine-1-carbonyl)-2-(4-isopropylpiperazin-1-yl)phenyl)naphthalene-2-sulfonamide